5-(5-fluoro-2-methoxybenzyl)-1H-benzimidazole FC=1C=CC(=C(CC2=CC3=C(NC=N3)C=C2)C1)OC